NC1=NC=C(C2=C1C=NN2)NC(C(=O)N(C[C@H](CC)C)CC2=C(C=CC=C2)C)=O (S)-N1-(4-amino-1H-pyrazolo[4,3-c]pyridin-7-yl)-N2-(2-methylbenzyl)-N2-(2-methylbutyl)oxalamide